tert-butyl 6-chloro-5-(2-methoxy-6-[8-oxa-2-azaspiro[4.5]decan-2-yl]pyridin-3-yl)-1H-indole-3-carboxylate ClC1=C(C=C2C(=CNC2=C1)C(=O)OC(C)(C)C)C=1C(=NC(=CC1)N1CC2(CC1)CCOCC2)OC